Cl.CN(C/C=C/C(=O)NC1=NC=C(C=C1)C1=CC(=CC=C1)C(C(=O)NC=1SC(=CN1)C)C)C (E)-4-(dimethylamino)-N-(5-(3-(1-(5-methylthiazol-2-yl)amino-1-oxopropan-2-yl)phenyl)pyridin-2-yl)but-2-enamide hydrochloride